3,3,5-Trimethyl-cyclopentane-1,2-diol CC1(C(C(C(C1)C)O)O)C